ClC=1C(=NC(=NC1)NC1=C(C=C(C(=C1)CC)N1CCNCC1)OC)NC=1C=C2N=CC=NC2=CC1 6-[[5-chloro-2-(5-ethyl-2-methoxy-4-piperazin-1-yl-anilino)pyrimidin-4-yl]amino]quinoxaline